FC1=C(COC2=CC=CC=3N=C(SC32)CN3C(C(=CC=C3)NC([C@H](CC/C=C/C(=O)N(C)C)NC(COC)=O)=O)=O)C=CC(=C1)F (S,E)-N7-(1-((7-((2,4-Difluorobenzyl)oxy)benzo[d]thiazol-2-yl)methyl)-2-oxo-1,2-dihydropyridin-3-yl)-6-(2-methoxyacetamido)-N1,N1-dimethylhept-2-endiamid